1-benzyl-1,2,3,4-tetrahydroquinoxalin C(C1=CC=CC=C1)N1CCNC2=CC=CC=C12